1-(2-(((2-aminoethyl)-(methyl)amino)methyl)-3-(4,4-bis(methoxymethyl)-cyclohexyl)-6,7-dihydro-pyrazolo[1,5-a]pyrazin-5(4H)-yl)-3,3,3-trifluoropropan-1-one NCCN(C)CC1=NN2C(CN(CC2)C(CC(F)(F)F)=O)=C1C1CCC(CC1)(COC)COC